C(C)(C)(C)OC(=O)N1CC(CCC1)N1N=C2N(C(=NC(=C2C2=CC(=NC(=C2)C)C)C2=CC=CC=C2)N)C1=O 3-[5-amino-8-(2,6-dimethyl-4-pyridinyl)-3-oxo-7-phenyl-[1,2,4]triazolo[4,3-c]pyrimidin-2-yl]piperidine-1-carboxylic acid tert-butyl ester